5-((3-(Difluoromethoxy)pyridin-2-yl)methyl)-7-((1r,4r)-4-(2-fluoro-6-methylphenyl)cyclohexyl)-3-methylpyrido[2,3-b]pyrazin-6(5H)-one FC(OC=1C(=NC=CC1)CN1C(C(=CC=2C1=NC(=CN2)C)C2CCC(CC2)C2=C(C=CC=C2C)F)=O)F